P(=O)(O)(O)CN1CCN(CCNCCN(CC1)CP(O)(O)=O)CP(O)(O)=O ((4-(phosphonomethyl)-1,4,7,10-tetraazacyclododecane-1,7-diyl)bis(methylene))bis(phosphonic acid)